2,4-dichloro-6-[(2,2,6,6-tetramethylpiperidin-4-yl)butyl-amino]-s-triazine ClC1=NC(=NC(=N1)Cl)NCCCCC1CC(NC(C1)(C)C)(C)C